C(C=C(C)C)OC1=C(C(=C(C=2OC=3C(=C(C(=C(C3C(C2OCC=C(C)C)=O)OCC=C(C)C)CC=C(C)C)OCC=C(C)C)CC=C(C)C)C=C1)CC=C(C)C)CC=C(C)C octaprenyl-kaempferol